C(CCCC#C)C=1C(=C(C2=C(OC(C3CCC(=CC23)C)(C)C)C1)O[C@H]1O[C@@H]([C@H]([C@@H]([C@H]1CO)O)O)O)C(=O)O 3-(hex-5-yn-1-yl)-6,6,9-trimethyl-1-{[(2S,3R,4R,5S,6S)-4,5,6-trihydroxy-3-(hydroxymethyl)oxan-2-yl]oxy}-6H,6aH,7H,8H,10aH-benzo[c]isochromene-2-carboxylic acid